C(C)(C)(C)OC(=O)NC(C(=O)NCC1=CC=CC=C1)CO 2-tert-butoxycarbonylamino-3-hydroxy-N-benzyl-propionamide